[Ga].[Sr].[La].CC1=CC2=C(N=C(S2)CN2C=C3C(C=C2)=NC(=C3)C3=C(C=CC=C3)CO)C=C1 (2-{5-[(6-methyl-1,3-benzothiazol-2-yl)methyl]-5H-pyrrolo[3,2-c]Pyridin-2-yl}Phenyl)methanol lanthanum Strontium Gallium